(S and R)-2-(2-(1,3-dimethyl-2-oxabicyclo[2.1.1]hexan-4-yl)-2H-pyrazolo[3,4-b]pyrazin-6-yl)-3-methyl-5-(trifluoromethyl)phenol CC12O[C@H](C(C1)(C2)N2N=C1N=C(C=NC1=C2)C2=C(C=C(C=C2C)C(F)(F)F)O)C |r|